ClC=1C=C(C=CC1Cl)C(CN(C)C)=NO 1-(3,4-dichlorophenyl)-2-(dimethylamino)ethanone oxime